9,9',9'',9'''-(4-(4,6-diphenyl-1,3,5-triazin-2-yl)-6-(pyridin-4-yl)benzene-1,2,3,5-tetrayl)tetrakis(3,6-dimethyl-9H-carbazole) C1(=CC=CC=C1)C1=NC(=NC(=N1)C1=CC=CC=C1)C1=C(C(=C(C(=C1N1C2=CC=C(C=C2C=2C=C(C=CC12)C)C)C1=CC=NC=C1)N1C2=CC=C(C=C2C=2C=C(C=CC12)C)C)N1C2=CC=C(C=C2C=2C=C(C=CC12)C)C)N1C2=CC=C(C=C2C=2C=C(C=CC12)C)C